(E)-beta-bromostyrene Br\C=C\C1=CC=CC=C1